C(C(=O)O)(=O)O.BrC1=C2C[C@@H](N=CC2=CC=C1)CO[Si](C1=CC=CC=C1)(C1=CC=CC=C1)C(C)(C)C (R)-5-bromo-3-(((tert-butyldiphenylsilyl)oxy)methyl)-3,4-dihydroisoquinoline, oxalate salt